FC=1C=C(C=NC1)C1=NC=2N(C(=N1)N[C@@H]1CCC=3N(C4=CC=CC=C4C3C1)C(=O)OCCN1CCOCC1)N=CC2C(C)C 2-Morpholinoethyl (3R)-3-[[2-(5-fluoro-3-pyridyl)-8-isopropyl-pyrazolo[1,5-a][1,3,5]triazin-4-yl]amino]-1,2,3,4-tetrahydrocarbazole-9-carboxylate